4-{4-[7-(4-Cyano-3-trifluoromethylphenyl)-8-oxo-6-thioxo-5,7-diaza-spiro[3.4]oct-5-yl]-phenyl}-butyramide C(#N)C1=C(C=C(C=C1)N1C(N(C2(CCC2)C1=O)C1=CC=C(C=C1)CCCC(=O)N)=S)C(F)(F)F